COC(C1=NC=CC=C1C)=O.BrCC=1C(=NC=CC1)C(=O)OC Methyl 3-(bromomethyl)picolinate Methyl-3-methylpicolinate